Tert-butyl N-[4-[[4-[4-(2,6-dioxo-3-piperidyl)-2-fluoro-phenyl]piperazin-1-yl]methyl]-4-fluoro-cyclohexyl]carbamate O=C1NC(CCC1C1=CC(=C(C=C1)N1CCN(CC1)CC1(CCC(CC1)NC(OC(C)(C)C)=O)F)F)=O